C(C1=CC=CC=C1)OC(=O)NCCC1=CC(=CC=C1)OC N-benzyloxycarbonyl-2-(3-methoxyphenyl)ethylamine